BrC=1C(=NC(=NC1)NC1=C(C=CC(=C1)[N+](=O)[O-])OC)NC=1C(=C2N=CC=NC2=CC1)P(C)C (6-((5-bromo-2-((2-methoxy-5-nitrophenyl)amino)pyrimidin-4-yl)amino)quinoxalin-5-yl)dimethylphosphine